C(CO)C(CCO)O The molecule is a triol that is pentane with the three hydroxy groups located at positions 1,3 and 5. It derives from a hydride of a pentane.